tert-butylethylene C(C)(C)(C)C=C